OCCOC1=CC=C(C(=O)O)C=C1 4-(2-hydroxyethoxy)-benzoic acid